methyl 3-((7-hydroxy-5-((methoxycarbonyl)amino)-1H-pyrazolo[4,3-d]pyrimidin-1-yl)methyl)-4-methoxybenzoate OC=1C2=C(N=C(N1)NC(=O)OC)C=NN2CC=2C=C(C(=O)OC)C=CC2OC